1-(oxetane-3-yl)piperazine O1CC(C1)N1CCNCC1